4-(3,4-Dichlorophenyl)-5-phenyl-2-(3-thienyl)imidazole ClC=1C=C(C=CC1Cl)C=1N=C(NC1C1=CC=CC=C1)C1=CSC=C1